Cyanomethyl 4-nitrobenzoate [N+](=O)([O-])C1=CC=C(C(=O)OCC#N)C=C1